1-(2,6-diisopropylphenyl)-2-phenyl-1H-benzo[2,3]benzofuro[4,5-d]imidazole-8-carbonitrile C(C)(C)C1=C(C(=CC=C1)C(C)C)N1C(=NC2=C1C=1C3=C(OC1C=C2)C=C(C=C3)C#N)C3=CC=CC=C3